C1(CC1)CC1=C(C(=NN1C=1SC=C(N1)C(=O)O)C1=CC(=C(C=C1)F)OC(F)F)CC1=CC(=C(C=C1)S(N)(=O)=O)F 2-(5-(cyclopropylmethyl)-3-(3-(difluoromethoxy)-4-fluorophenyl)-4-(3-fluoro-4-sulfamoylbenzyl)-1H-pyrazol-1-yl)thiazole-4-carboxylic acid